(S)-1-(1-(4-(2-methoxypyrimidin-4-yl)phenyl)ethyl)-4-(propane-1-yn-1-yl)-1H-Indazole-7-carboxylic acid COC1=NC=CC(=N1)C1=CC=C(C=C1)[C@H](C)N1N=CC2=C(C=CC(=C12)C(=O)O)C#CC